2,2-bis(4-hydroxyphenyl)-N,N-dimethylacetamide OC1=CC=C(C=C1)C(C(=O)N(C)C)C1=CC=C(C=C1)O